5-bromo-2-chloro-benzoate BrC=1C=CC(=C(C(=O)[O-])C1)Cl